F[C@H](CNC(=O)C=1C=NC=2N(C1NC(C)C)N=C(C2)C=2C=NC=C(C(=O)OC)C2)C(C)(C)O methyl (R)-5-(6-((2-fluoro-3-hydroxy-3-methylbutyl)carbamoyl)-7-(isopropylamino) pyrazolo[1,5-a]pyrimidin-2-yl)nicotinate